OCC=1C=C(C=CC1)NC=1C2=C(N=CN1)C=NC(=C2)OC2CCN(CC2)C(C=C)=O 1-(4-((4-((3-(hydroxy-methyl)phenyl)amino)-pyrido[3,4-d]pyrimidin-6-yl)oxy)piperidin-1-yl)prop-2-en-1-one